NC1=NC=NN2C1=C(C=C2C=2C(=CC(=C(C(=O)N[C@@H]1CN(C[C@@H]1F)C(=O)C1=NC=CC(=C1)F)C2)C)F)C(F)(F)F 5-[4-amino-5-(trifluoromethyl)pyrrolo[2,1-f][1,2,4]triazin-7-yl]-4-fluoro-N-[(3R,4S)-4-fluoro-1-(4-fluoropyridine-2-carbonyl)pyrrolidin-3-yl]-2-methylbenzamide